tert-Butyl 4-[3-(3-chlorophenyl)-1-hydroxy-1-methyl-prop-2-ynyl]-3,3-difluoro-piperidine-1-carboxylate ClC=1C=C(C=CC1)C#CC(C)(O)C1C(CN(CC1)C(=O)OC(C)(C)C)(F)F